C(C)(C)(C)OC(=O)N(CC(=O)OC)CC1=CC(=CC(=C1)B1OC(C(O1)(C)C)(C)C)Cl methyl N-(tert-butoxycarbonyl)-N-(3-chloro-5-(4,4,5,5-tetramethyl-1,3,2-dioxaborolan-2-yl)benzyl)glycinate